(S)-ethyl 6-(tert-butyl)-2-cyclopropyl-3-(3-methoxypropoxy)-10-oxo-6,10-dihydro-5H-pyrido[1,2-h][1,7]naphthyridine-9-carboxylate C(C)(C)(C)[C@@H]1CC=2C=C(C(=NC2C=2N1C=C(C(C2)=O)C(=O)OCC)C2CC2)OCCCOC